(6'R,7a'S)-7a'-(((tert-Butyldiphenylsilyl)oxy)methyl)-6'-fluorotetrahydro-1'H,3'H-spiro[cyclopropane-1,2'-pyrrolizine] [Si](C1=CC=CC=C1)(C1=CC=CC=C1)(C(C)(C)C)OC[C@@]12C[C@H](CN2CC2(C1)CC2)F